5,9,9-trimethyl-N-phenyl-9H-fluoren-2-amine CC1=C2C=3C=CC(=CC3C(C2=CC=C1)(C)C)NC1=CC=CC=C1